OC1([C@@H]2C([C@H](CC1=O)C2)(C)C)CC2C1(O2)[C@H]2C([C@@H](CC1=O)C2)(C)C (1R,5R)-3'-(((1S,5S)-2-hydroxy-6,6-dimethyl-3-oxobicyclo[3.1.1]heptan-2-yl)methyl)-6,6-dimethylspiro[bicyclo[3.1.1]heptane-2,2'-oxiran]-3-one